vinyl-methyl-dimethyl-oxysilane C(=C)[Si](OC)(OC)C